(2S,4R)-4-fluoro-1-((R)-2-(trifluoromethyl)tetrahydro-2H-pyran-2-carbonyl)pyrrolidine-2-carboxylate F[C@@H]1C[C@H](N(C1)C(=O)[C@@]1(OCCCC1)C(F)(F)F)C(=O)[O-]